C(C)N1N=C(C(=C1)C1=C(C=CC=C1)[C@H]1C2=C(CN(C1)C(\C=C\C(C)(NC)C)=O)SC(=C2)C#N)C(F)(F)F (S,E)-4-(2-(1-ethyl-3-(trifluoromethyl)-1H-pyrazol-4-yl)phenyl)-6-(4-methyl-4-(methylamino)pent-2-enoyl)-4,5,6,7-tetrahydrothieno[2,3-c]pyridine-2-carbonitrile